2-Bromo-5-(trifluoromethyl)-6,7-dihydro-5H-pyrrolo[1,2-a]imidazole BrC=1N=C2N(C1)C(CC2)C(F)(F)F